FC(OC1=CC=C(C(=O)N2CCC(CC2)C2=C3C(=NC=C2)N=C(N3)C3OCC(NC3)=O)C=C1)(F)F 6-{7-[1-(4-trifluoromethoxy-benzoyl)-4-piperidyl]-imidazo[4,5-b]pyridin-2-yl}-3-morpholinone